NC1=C(C=NN1C=1C=NC(=CC1C)OC1=C(C=CC=C1F)F)C(=O)C1=CC2=C3CCCN(C3=CC=C2N1)C1COC1 (5-amino-1-{6-[(2,6-difluorophenyl)oxy]-4-methylpyridin-3-yl}pyrazol-4-yl)[6-(oxetan-3-yl)-6,7,8,9-tetrahydro-3H-pyrrolo[3,2-f]quinolin-2-yl]methanone